7-(8-((3-methoxy-4-morpholinophenyl)amino)-[1,2,4]triazolo[1,5-a]pyrazin-6-yl)-2H-pyrido[3,2-b][1,4]oxazin-3(4H)-one COC=1C=C(C=CC1N1CCOCC1)NC=1C=2N(C=C(N1)C1=CC=3OCC(NC3N=C1)=O)N=CN2